ClC=1C=C2C(=NC(=NC2=C(C1C1=C2C(=NNC2=CC=C1C)C(F)F)F)N1CC(C1)N(C)C)N1C[C@H](N(C[C@@H]1C)C(C=C)=O)C 1-((2R,5S)-4-(6-chloro-7-(3-(difluoromethyl)-5-methyl-1H-indazol-4-yl)-2-(3-(dimethylamino)azetidin-1-yl)-8-fluoroquinazolin-4-yl)-2,5-dimethylpiperazin-1-yl)prop-2-en-1-one